CC1=NN(C(=C1)C)C1=NC(=CC=C1C(C)=O)N1C=NC2=C1C=CC(=C2)NC=2N=NC(=CC2)C 1-[2-(3,5-dimethylpyrazol-1-yl)-6-[5-[(6-methylpyridazin-3-yl)amino]benzimidazol-1-yl]-3-pyridyl]ethanone